OCCOC1=CC=C(C=C1)[S+](C1=CC=C(C=C1)SC1=CC=C(C=C1)[S+](C1=CC=C(C=C1)OCCO)C1=CC=C(C=C1)OCCO)C1=CC=C(C=C1)OCCO bis[4-{bis[4-(2-hydroxy ethoxy)phenyl]sulfonio}phenyl] sulfide